FC(C(C(=O)F)=O)(C(C(C(C(C(F)F)(F)F)(F)F)(F)F)(F)F)F 2,2,3,3,4,4,5,5,6,6,7,7-dodecafluoro-1-oxoheptyl-carbonyl fluoride